4-((1R,5S)-3,8-diazabicyclo[3.2.1]octan-3-yl)-7-(4-ethyl-1H-indol-3-yl)-2-((tetrahydro-1H-pyrrolizin-7a(5H)-yl)methoxy)quinazoline [C@H]12CN(C[C@H](CC1)N2)C2=NC(=NC1=CC(=CC=C21)C2=CNC1=CC=CC(=C21)CC)OCC21CCCN1CCC2